5-(4-(chlorocarbonyl)-5-(trifluoromethyl)-1H-pyrazol-1-yl)-3,4-dihydroisoquinoline-2(1H)-carboxylic acid tert-butyl ester C(C)(C)(C)OC(=O)N1CC2=CC=CC(=C2CC1)N1N=CC(=C1C(F)(F)F)C(=O)Cl